4-[2-(6-bromo-7-fluoro-imidazo[1,2-a]pyridin-3-yl)pyrimidin-4-yl]-2-(1H-pyrazol-4-yl)morpholine BrC=1C(=CC=2N(C1)C(=CN2)C2=NC=CC(=N2)N2CC(OCC2)C=2C=NNC2)F